4-((1R,5S)-3,8-diazabicyclo[3.2.1]octan-3-yl)-6,8-difluoro-2-(((S)-1-methylpyrrolidin-2-yl)methoxy)-7-(1H-pyrrolo[2,3-b]pyridin-3-yl)quinazoline [C@H]12CN(C[C@H](CC1)N2)C2=NC(=NC1=C(C(=C(C=C21)F)C2=CNC1=NC=CC=C12)F)OC[C@H]1N(CCC1)C